[Cl-].CC=1[N+](=CSC1CCOP(=O)(O)O)CC=1C(=NC(=NC1)C)N 4-methyl-3-[(2-methyl-4-amino-5-pyrimidinyl)methyl]-5-(2-phosphonooxyethyl)thiazolium chloride